1-(9Z-heptadecenoyl)-2-(9Z,12Z-octadecadienoyl)-glycero-3-phospho-(1'-sn-glycerol) CCCCCCC/C=C\CCCCCCCC(=O)OC[C@H](COP(=O)(O)OC[C@H](CO)O)OC(=O)CCCCCCC/C=C\C/C=C\CCCCC